C(C)OC(/C(=C/OC1=CC2=C(N(CC(CS2(=O)=O)(CCCC)CCCC)C2=CC=C(C=C2)OC)C=C1SC)/F)=O (Z)-3-((3,3-dibutyl-5-(4-methoxyphenyl)-7-(methylsulfanyl)-1,1-dioxido-2,3,4,5-tetrahydro-1,5-benzothiazepin-8-yl)oxy)-2-fluoroacrylic acid ethyl ester